N-octanoyl-Phenylalanine C(CCCCCCC)(=O)N[C@@H](CC1=CC=CC=C1)C(=O)O